N-(2-chloro-4-(pyrimidin-5-yl)phenyl)-8-(2-oxa-6-azaspiro[3.4]octan-6-yl)pyrido[3,4-d]pyrimidin-2-amine ClC1=C(C=CC(=C1)C=1C=NC=NC1)NC=1N=CC2=C(N1)C(=NC=C2)N2CC1(COC1)CC2